FC1=CC=2N(C=C1)C(=CN2)C2=C1CNC(C1=C(C=C2)NC2=NC=C(C=C2)[C@@H](C)N2C[C@H](CCC2)O)=O 4-(7-fluoroimidazo[1,2-a]pyridin-3-yl)-7-((5-((R)-1-((S)-3-hydroxypiperidin-1-yl)ethyl)pyridin-2-yl)amino)isoindolin-1-one